(S)-8-(2-((3-cyclopropyl-2,5-dioxoimidazolidin-1-yl)methyl)thieno[3,2-b]pyridin-7-yl)-1-(5,5-dimethylpyrrolidin-3-yl)-1,2,3,4-tetrahydroquinoline-6-carbonitrile, formic acid salt C(=O)O.C1(CC1)N1C(N(C(C1)=O)CC1=CC2=NC=CC(=C2S1)C=1C=C(C=C2CCCN(C12)[C@@H]1CNC(C1)(C)C)C#N)=O